NC=1N=C(SC1C(=O)C1=CC(=NO1)C(=O)NC1CC(C1)(F)F)N(C1=CC(=C(C=C1)F)F)[C@@H](C(=O)N)C |r| rac-5-[4-amino-2-(N-(2-amino-1-methyl-2-oxoethyl)-3,4-difluoro-anilino)thiazole-5-carbonyl]-N-(3,3-difluorocyclobutyl)isoxazole-3-carboxamide